N-cyclohexylmorpholinone C1(CCCCC1)N1C(COCC1)=O